pyrimidin-4-yl-2-(4-methylpyrimidin-2-yl)-cyclopropane-1-carboxamide N1=CN=C(C=C1)C1(C(C1)C1=NC=CC(=N1)C)C(=O)N